(((9H-fluoren-9-yl)methoxy)carbonyl)-L-isoleucine C1=CC=CC=2C3=CC=CC=C3C(C12)COC(=O)N[C@@H]([C@@H](C)CC)C(=O)O